NC1=CC=C(C=N1)CC1CCC(CC1)C(=O)OC methyl 4-[(6-amino-3-pyridyl)methyl]cyclohexanecarboxylate